N-cyclopropyl-7-[5-(3,5-dichlorophenyl)-4,5-dihydro-5-(trifluoromethyl)-3-isoxazolyl]thieno[2,3-c]pyridine-4-carboxamide C1(CC1)NC(=O)C=1C2=C(C(=NC1)C1=NOC(C1)(C(F)(F)F)C1=CC(=CC(=C1)Cl)Cl)SC=C2